3,6-Dimethyl-3-cyclohexene-1-carbaldehyde CC=1CC(C(CC1)C)C=O